BrC=1N=C(N(N1)CC)NC=1C(=C2C=CNC(C2=CC1)=O)C 6-[(5-bromo-2-ethyl-1,2,4-triazol-3-yl)amino]-5-methyl-2H-isoquinolin-1-one